methyl α-bromoacetate BrCC(=O)OC